Ethyl (1S,2S)-2-((2-bromo-5-fluorophenyl)carbamoyl)cyclopropane-1-carboxylate BrC1=C(C=C(C=C1)F)NC(=O)[C@@H]1[C@H](C1)C(=O)OCC